C(C)(C)C1=CC(=C(C=C1)C)\C=C\C (E)-4-Isopropyl-1-methyl-2-(prop-1-en-1-yl)benzol